N(N=C1SC2=C(N1CC)C=CC=C2)=C2SC1=C(N2CC)C=CC=C1 2,2'-azino-di[3-ethyl-benzthiazoline]